1-vinyl-3-carboxyl-imidazole hydrobromide Br.C(=C)N1CN(C=C1)C(=O)O